O[C@H](C(=O)O)CCC(=O)O (S)-2-Hydroxyglutaric Acid